2-(6'-fluoro-[3,3'-bipyridin]-2-yl)benzo[d][1,2]selenazol-3(2H)-one FC1=CC=C(C=N1)C=1C(=NC=CC1)N1[Se]C2=C(C1=O)C=CC=C2